2-BROMO-5-CHLORO-4-FLUOROPHENYLISOCYANIDE BrC1=C(C=C(C(=C1)F)Cl)[N+]#[C-]